NC(CN(C(OC)=O)C1(CCC1)C1=C(C=CC(=C1)Cl)F)(C)C methyl N-(2-amino-2-methylpropyl)-N-[1-(5-chloro-2-fluorophenyl)cyclobutyl]carbamate